CC=1NC(C(=CC1N1CN(C2=C(C1=O)C=C(C=N2)C(F)(F)F)C2=C(C=C(C=C2)OC(F)(F)F)C)C)=O 3-(2,5-dimethyl-6-oxo-1,6-dihydropyridin-3-yl)-1-(2-methyl-4-(trifluoromethoxy)phenyl)-6-(trifluoromethyl)-2,3-dihydropyrido[2,3-d]pyrimidin-4(1H)-one